2-hydroxy-5-(1-((6-(methoxy-d3)pyridin-2-yl)carbamoyl)cyclopropane-1-carboxamido)benzoic acid OC1=C(C(=O)O)C=C(C=C1)NC(=O)C1(CC1)C(NC1=NC(=CC=C1)OC([2H])([2H])[2H])=O